(1-(4-chloropyridin-3-yl)-6-oxopiperidin-3-yl)(methyl)carbamic acid tert-butyl ester C(C)(C)(C)OC(N(C)C1CN(C(CC1)=O)C=1C=NC=CC1Cl)=O